ClC=1C=CC(=C(C1)C1=CC(=CC=C1)OCC)S(=O)(=O)N1CCC(CC1)(C(=O)N[C@@H](C)\C=C/S(=O)(=O)C)F (S,Z)-1-((5-chloro-3'-ethoxy-[1,1'-biphenyl]-2-yl)sulfonyl)-4-fluoro-N-(4-(methylsulfonyl)but-3-en-2-yl)piperidine-4-carboxamide